1-Phenylhepta-1,3,5-triyne C1(=CC=CC=C1)C#CC#CC#CC